6-(4,7-diazaspiro[2.5]oct-7-yl)-3-methyl-1,3-benzoxazol-2-one hydrochloride Cl.C1CC12NCCN(C2)C2=CC1=C(N(C(O1)=O)C)C=C2